C[C@H]1N(CCOC1)C1=NC2=C(N=CC=C2C(=C1)C1=C(N(C(=C1)C)C)C)C1=CC=NN1 2-[(3R)-3-methylmorpholin-4-yl]-8-(1H-pyrazol-5-yl)-4-(1,2,5-trimethyl-1H-pyrrol-3-yl)-1,7-naphthyridine